2,2'-Biphenyldiamine C=1(C(=CC=CC1)N)C=1C(=CC=CC1)N